1-(3,3-difluoro-2-(4-fluorophenyl)allyl)hydrazine-1-carboxylic acid tert-butyl ester C(C)(C)(C)OC(=O)N(N)CC(=C(F)F)C1=CC=C(C=C1)F